CC=1C=C(N)C=CC1CN1CCC2(CC1)CCN(CC2)C 3-methyl-4-((9-methyl-3,9-diazaspiro[5.5]undecane-3-yl)methyl)aniline